BrC=1N=C(SC1)C(=O)N1C[C@H]([C@@H](CC1)C(=O)N1CCC(CC1)(O)CN1C=NC2=C(C1=O)C=CN2C)C2=CC=CC=C2 3-{[1-({(3R,4R)-1-[(4-bromo-1,3-thiazol-2-yl)carbonyl]-3-phenylpiperidin-4-yl}carbonyl)-4-hydroxypiperidin-4-yl]methyl}-7-methyl-3,7-dihydro-4H-pyrrolo[2,3-d]pyrimidin-4-one